(S)-6-(6-Chloro-5-fluoro-2-oxo-1,2-dihydrospiro[benzo[d][1,3]oxazine-4,3'-pyrrolidin]-1'-yl)-N-(4-(3,3-difluoropyrrolidin-1-yl)-3-fluorobenzyl)pyridazine-4-carboxamide ClC1=C(C2=C(NC(O[C@]23CN(CC3)C3=CC(=CN=N3)C(=O)NCC3=CC(=C(C=C3)N3CC(CC3)(F)F)F)=O)C=C1)F